OC1(CC(C1)N1CCCC2=C1N=NC(=C2C)C2=C(C=C(C=C2)C(F)(F)F)O)C 2-(8-((cis)-3-hydroxy-3-methylcyclobutyl)-4-methyl-5,6,7,8-tetrahydropyrido[2,3-c]pyridazin-3-yl)-5-(trifluoromethyl)phenol